N1CCC(CC1)N1N=CC(=C1)C=1C(=NOC1C1=NC=CC=C1)C(=O)N (1-(piperidin-4-yl)-1H-pyrazol-4-yl)-5-(pyridin-2-yl)isoxazole-3-carboxamide